C(C)(C)(C)OC(=O)N[C@@H](C(=O)N1[C@@H](C[C@@H](CC1)C1=C(C(=CC=C1OC)Cl)Cl)C(=O)OC)CO methyl (2S,4R)-1-[(2R)-2-[(tert-butoxycarbonyl)amino]-3-hydroxypropanoyl]-4-(2,3-dichloro-6-methoxyphenyl)piperidine-2-carboxylate